CN1CCN(CC1)C=1C=CC2=C(NC(=N2)C2=NNC3=CC=C(C=C23)C(C(=O)N)C)C1 3-(6-(4-methylpiperazin-1-yl)-1H-benzimidazol-2-yl)-1H-indazol-5-yl-propionamide